CC1=NC=CC(=N1)C=1C=C(C=CC1)NC1=NC=CC(=N1)N N2-[3-(2-methylpyrimidin-4-yl)phenyl]pyrimidine-2,4-diamine